5-bromo-2-((3,3-difluoroazetidin-1-yl)methyl)-7-(methylthio)-2,3-dihydro-[1,4]dioxino[2,3-c]pyridine BrC1=NC(=CC2=C1OCC(O2)CN2CC(C2)(F)F)SC